Cl.FC(COC)(F)C=1C=C(C=CC1)[C@@H](C)N (R)-1-(3-(1,1-Difluoro-2-methoxyethyl)phenyl)ethan-1-amine hydrochloride